CC1=C(CNC(=O)C2COC3=CC=CC=C3C2)C=CC=C1 N-(2-methylbenzyl)chromane-3-carboxamide